SCCC[Si](OC)(OC)OC 3-Mercaptopropyl-Trimethoxysilan